(R)-N2-(5-((+)-1-amino-1-(3-cyanophenyl)-3-cyclopropyl-propyl)-2-fluorophenyl)-N1-(4-chlorophenyl)pyrrolidine-1,2-dicarboxamide NC(CCC1CC1)(C1=CC(=CC=C1)C#N)C=1C=CC(=C(C1)NC(=O)[C@@H]1N(CCC1)C(=O)NC1=CC=C(C=C1)Cl)F